Cl.N1=CC=CC2=CC(=CC=C12)N1C=CC2=C(C=CC=C12)CN1CCSCC1 4-((1-(quinolin-6-yl)-1h-indol-4-yl)methyl)thiomorpholine hydrochloride